1,1-difluoropropan-2-amine FC(C(C)N)F